COC(CCC1(CN(C1)C(=O)[O-])C(=O)OC)=O 3-methyl 3-(3-methoxy-3-oxopropyl)azetidine-1,3-dicarboxylate